C(CC(O)(C(=O)[O-])CC(=O)OC)(=O)OC cis-dimethyl citrate